2-Fluoro-N-(2-iodo-4-(perfluoropropan-2-yl)-6-(trifluoromethyl)phenyl)-3-nitrobenzamide FC1=C(C(=O)NC2=C(C=C(C=C2C(F)(F)F)C(C(F)(F)F)(C(F)(F)F)F)I)C=CC=C1[N+](=O)[O-]